O1CCN(CC1)C1CNCC=2C=CC(=NC12)S(=O)(=O)O 8-morpholino-5,6,7,8-tetrahydro-1,6-naphthyridine-2-sulfonic acid